(adenylyl-(3'->5'))-3'-guanylic acid [C@@H]1([C@H](O)[C@H](OP(=O)(O)OC[C@@H]2[C@H]([C@H]([C@@H](O2)N2C=NC=3C(=O)NC(N)=NC23)O)OP(=O)(O)O)[C@@H](CO)O1)N1C=NC=2C(N)=NC=NC12